3-aminobutyl-(diethoxymethyl-silane) NC(CC[SiH2]C(OCC)OCC)C